O1N=C(C2=C1C=CC=C2)[C@@H](C)S(=O)(=O)N (1R)-1-(1,2-benzoxazol-3-yl)ethane-1-sulfonamide